O1CCN(CC1)C1=C2C[C@@H](N(CC2=CC=C1)C(=O)OC(C)(C)C)CN(CCCC(F)(F)F)[C@H]1CCCC=2C=CC=NC12 tert-butyl (R)-5-morpholino-3-((((S)-5,6,7,8-tetrahydroquinolin-8-yl)(4,4,4-trifluorobutyl)amino)methyl)-3,4-dihydroisoquinoline-2(1H)-carboxylate